F[Sb-](F)(F)(F)(F)F.C(C1=CC=C(C=C1)OC)[S+](C1=CC=CC=C1)C1=CC=CC=C1 anisyl-diphenylsulfonium hexafluoroantimonate